C1(CC1)C=1C=CC=C2C=CC(=NC12)C12CCC(CC1)(CC2)OCC=2C(=NOC2C2CC2)C(C2CC2)C2CC2 8-Cyclopropyl-2-(4-((5-cyclopropyl-3-(dicyclopropylmethyl)isoxazol-4-yl)methoxy)bicyclo[2.2.2]octan-1-yl)chinolin